FC1=C(C=CC=C1)N1CCN(CC1)CCCN1C(NC(C1=O)(C1=CC=CC=C1)C)=O 3-(3-(4-(2-Fluorophenyl)piperazin-1-yl)propyl)-5-methyl-5-phenylimidazolidine-2,4-dione